OC1=C(C=CC=C1O)N1N=C2C(=N1)C=CC=C2 2-(2-hydroxy-hydroxyphenyl)-2H-benzotriazole